[2H]C1([C@H]2[C@@H]([C@@H](S1)CCCCC(=O)O)NC(=O)N2)[2H] biotin-D2